C1(=CC=CC=C1)C(O)([C@@H]1NCCC1)C1=CC=CC=C1 (R)-α,α-diphenyl-2-pyrrolidinemethanol